OC1=CC=C(N=N1)CN(C(OC(C)(C)C)=O)[C@H](C)C1=NC=CC=N1 |r| Racemic-tert-butyl ((6-hydroxypyridazin-3-yl)methyl)(1-(pyrimidin-2-yl)ethyl)carbamate